5-methylpyrazole CC1=CC=NN1